[Sb]=[Se] stibium selenide